[Si]([O-])([O-])([O-])[O-].[Ca+2].NC1=C2N=CN(C2=NC=N1)[C@H]1C[C@@H]([C@@](O1)(COC(C1=CC=CC=C1)(C1=CC=C(C=C1)OC)C1=CC=C(C=C1)OC)CO)O[Si](C)(C)C(C)(C)C.[Ca+2] [(2S,3S,5R)-5-(6-aminopurin-9-yl)-2-{[bis(4-methoxyphenyl)(phenyl)methoxy]methyl}-3-[(tert-butyldimethylsilyl)oxy]oxolan-2-yl]methanol calcium mono-silicate